1-(dimethylsulfamoyl)-2-(tert-butyldimethylsilyl)-1H-imidazole CN(S(=O)(=O)N1C(=NC=C1)[Si](C)(C)C(C)(C)C)C